2-[(6-bromo-4-fluoro-1H-indol-2-yl)carbonyl]hexahydropyrrolo[1,2-a]pyrazin-6(2H)-one BrC1=CC(=C2C=C(NC2=C1)C(=O)N1CC2N(CC1)C(CC2)=O)F